C1(=C(C=CC=C1)[C@@H]([C@H](C)OC([C@H](C)N1C(OC2=C(C1=O)N=CC=C2OC)=O)=O)C)C.BrC=2C=C(C=CC2I)C2=CC1=CC=C3C=CC=C4C=CC(=C2)C1=C43 2-(3-bromo-4-iodophenyl)pyrene (2S,3S)-3-(o-tolyl)butan-2-yl-(S)-2-(8-methoxy-2,4-dioxo-2H-pyrido[2,3-e][1,3]oxazin-3(4H)-yl)propanoate